3-Methyl-8-(1-methyl-1H-indazol-5-yl)-7-(pyrazolo[1,5-a]pyrimidin-3-yl)-1-(tetrahydro-2H-pyran-4-yl)-3,6-dihydroimidazo[4,5-d]pyrrolo[2,3-b]pyridin-2(1H)-one CN1C(N(C2=C3C(=NC=C21)NC(=C3C=3C=C2C=NN(C2=CC3)C)C=3C=NN2C3N=CC=C2)C2CCOCC2)=O